5-(1-(tert-Butoxycarbonyl)-3-hydroxypiperidin-4-yl)-2-(2-((tert-butoxycarbonyl)amino)pyridin-4-yl)-3-ethyl-1H-indole-1-carboxylic acid tert-butyl ester C(C)(C)(C)OC(=O)N1C(=C(C2=CC(=CC=C12)C1C(CN(CC1)C(=O)OC(C)(C)C)O)CC)C1=CC(=NC=C1)NC(=O)OC(C)(C)C